[1,2,4]triazole hydrochloride Cl.N1N=CN=C1